(R)-4-(4-((5-(1,6-dimethyl-1H-pyrazolo[3,4-b]pyridin-4-yl)-3-methyl-4,5,6,7-tetrahydro-1H-pyrazolo[4,3-c]pyridin-1-yl)methyl)bicyclo[2.2.2]octan-1-yl)-3-methylmorpholine CN1N=CC=2C1=NC(=CC2N2CC1=C(CC2)N(N=C1C)CC12CCC(CC1)(CC2)N2[C@@H](COCC2)C)C